ClC1=C(C=CC=C1)NC=1OC(=NN1)C1=CC=CC=C1 (2-chlorophenyl)-5-phenyl-1,3,4-oxadiazol-2-amine